methyl-4-[2-[2-[2-[2-[2-[bis(tert-butoxycarbonyl)amino]ethoxy]ethoxy]ethoxy]ethoxy]ethoxy]benzoate COC(C1=CC=C(C=C1)OCCOCCOCCOCCOCCN(C(=O)OC(C)(C)C)C(=O)OC(C)(C)C)=O